7-(3-chloro-4-hydroxybenzoamido)-N-(2-methoxyphenethyl)thieno[2,3-b]pyrazine-6-carboxamide ClC=1C=C(C(=O)NC2=C(SC3=NC=CN=C32)C(=O)NCCC3=C(C=CC=C3)OC)C=CC1O